C[C@H]1CN(C[C@H]2N1CCN(C2)C2=NC=C(C=C2C)N2CC1(C2)CN(C1)C)C1=CC(N(C2=NC=CC=C12)C)=O 4-[(4S,9aR)-4-methyl-8-[3-methyl-5-(6-methyl-2,6-diazaspiro[3.3]heptan-2-yl)-2-pyridyl]-3,4,6,7,9,9a-hexahydro-1H-pyrazino[1,2-a]pyrazin-2-yl]-1-methyl-1,8-naphthyridin-2-one